1-(4-chlorophenyl)-3-(trifluoromethyl)-1H-pyrazole-4-carbaldehyde ClC1=CC=C(C=C1)N1N=C(C(=C1)C=O)C(F)(F)F